methyl 2-(azepan-1-yl)-6-(cyclopropanecarbonylamino)pyridine-3-carboxylate N1(CCCCCC1)C1=NC(=CC=C1C(=O)OC)NC(=O)C1CC1